ethyl 5-(pyrazin-2-yl)-1,3,4-thiadiazole-2-carboxylate N1=C(C=NC=C1)C1=NN=C(S1)C(=O)OCC